trivinyl-naphthalene trioxide C(=C)C12C3(C(C4=CC=CC5C4(C1O2)O5)(C=C)O3)C=C